CC(CN(CCN(CC(C)O)CC(C)O)CC(C)O)O N,N,N',N'-Tetrakis(2-hydroxypropyl)ethylenediamine